C1(=CC=CC=C1)[C@H](C)NC(OC1=CC=CC=C1)=O phenyl (S)-(1-phenylethyl)carbamate